OC1=C2C(C=C(OC2=C(C(=C1)OCCCCN1C=CC=C1)OC)C1=CC=CC=C1)=O 5-hydroxy-7-(4-pyrrole-1-yl)butoxy-8-methoxyflavone